Tetrafluorobenzenesulfonamide FC=1C(=C(C(=C(C1)S(=O)(=O)N)F)F)F